3-iodo-2-(4-methoxy-benzyloxy)-pyridine IC=1C(=NC=CC1)OCC1=CC=C(C=C1)OC